N-((7-morpholino-5-(3-(m-tolyl)-1H-pyrazol-1-yl)furo[3,2-b]pyridin-2-yl)methyl)isobutyramide O1CCN(CC1)C1=C2C(=NC(=C1)N1N=C(C=C1)C=1C=C(C=CC1)C)C=C(O2)CNC(C(C)C)=O